N-(5-(4,4,5,5-tetramethyl-1,3,2-dioxaborolan-2-yl)-2-(trifluoromethoxy)phenyl)propane-1-sulfonamide CC1(OB(OC1(C)C)C=1C=CC(=C(C1)NS(=O)(=O)CCC)OC(F)(F)F)C